(3-chloropropyloxy)-6-methoxy-4(1H)-quinolinone ClCCCON1C=CC(C2=CC(=CC=C12)OC)=O